NC1=CC(=NO1)C1(CCN(CC1)C(=O)C1=CC(=C(C=C1)C(F)(F)F)F)C (4-(5-aminoisoxazol-3-yl)-4-methylpiperidin-1-yl)(3-fluoro-4-(trifluoromethyl)phenyl)methanone